N1=C(N=CC2=CC=CC=C12)N[C@H]1CN(CC1)C(=O)C=1C=CC(=NC1)NC(C=C)=O (R)-N-(5-(3-(quinazolin-2-ylamino)pyrrolidine-1-carbonyl)pyridin-2-yl)acrylamide